ClC=1C=CC(=C(C1)[C@H]1C[C@H](C1)NC(=O)C=1N=NN(C1)[C@@H](C)C1=NC(=C(N=C1)N1C([C@@H]2C[C@@H]2C1)=O)C)C#N N-((cis)-3-(5-chloro-2-cyanophenyl)cyclobutyl)-1-((S)-1-(6-methyl-5-((1R,5S)-2-oxo-3-azabicyclo[3.1.0]hexan-3-yl)pyrazin-2-yl)ethyl)-1H-1,2,3-triazole-4-carboxamid